1-(o-tolyl)-2-diazoethanone C1(=C(C=CC=C1)C(C=[N+]=[N-])=O)C